(1-phenylethyl)thiazol-2-amine C1(=CC=CC=C1)C(C)C=1N=C(SC1)N